C(C)(C)(C)C=1C=C(C=CC1)C=1NC2=CC=C(C=C2C1)COCC(=O)O 2-((2-(3-(tert-Butyl)phenyl)-1H-indol-5-yl)methoxy)acetic acid